C(C)(=O)OC1(CC1)C(CCC=C(C)C)C 3,7-dimethyl-2-methano-oct-6-enyl acetate